(5S,8R)-N-(3,5-dichlorophenyl)-6,7,8,9-tetrahydro-5H-5,8-epiminocyclohepta[d]pyrimidine-10-carboxamide ClC=1C=C(C=C(C1)Cl)NC(=O)N1[C@H]2CC[C@@H]1CC=1N=CN=CC12